(S)-5-(3-((cyclopropylamino)methyl)pyrrolidin-1-yl)-N-(6-ethoxy-2-methyl-2H-indazol-5-yl)pyrazine-2-carboxamide C1(CC1)NC[C@H]1CN(CC1)C=1N=CC(=NC1)C(=O)NC1=CC2=CN(N=C2C=C1OCC)C